C(C)(C)C1=C(C(=C2C=CC=CC2=C1)C=1C(=C(C=C2C=CC=CC12)C(C)C)O)O 3,3'-diisopropyl-[1,1'-binaphthalene]-2,2'-diol